C(CCCCCCCCCCCCCCCCC)(=O)[O-].[Na+].ClC=1C(=NC(=CC1)OC)C(=O)N1C2CN(C(CC1)CC2)CC2=C(N=C1N2C=CC=C1)C1=CC=C(C=C1)Cl (3-chloro-6-methoxypyridin-2-yl)[6-{[2-(4-chlorophenyl)imidazo[1,2-a]pyridin-3-yl]methyl}-2,6-diazabicyclo[3.2.2]non-2-yl]methanone sodium Stearate salt